ClC1=CC=C(C(=N1)C=1NC(=CC1C(=O)OC)C)OC(F)(F)F methyl 2-(6-chloro-3-(trifluoromethoxy) pyridin-2-yl)-5-methyl-1H-pyrrole-3-carboxylate